1-(5-(4-(pyrimidin-4-yl)piperazin-1-yl)pentyl)-1H-benzo[d]imidazol-2(3H)-one N1=CN=C(C=C1)N1CCN(CC1)CCCCCN1C(NC2=C1C=CC=C2)=O